C(C)(C)(C)OC(=O)NC(=N)N N-tert-Butoxycarbonylguanidin